CN(C(/C=C/C=1C=C2CC(C(NC2=NC1)=O)CCNC(OC(C)(C)C)=O)=O)CC=1OC2=C(C1C)C=CC=C2 Tert-butyl (E)-(2-(6-(3-(methyl((3-methylbenzofuran-2-yl)methyl)amino)-3-oxoprop-1-en-1-yl)-2-oxo-1,2,3,4-tetrahydro-1,8-naphthyridin-3-yl)ethyl)carbamate